C(C)(C)(C)OC(=O)N1C2CC2CC1C(=O)O 2-tert-butoxycarbonyl-2-azabicyclo[3.1.0]hexane-3-carboxylic acid